OP(O)(=O)OP(=O)(O)OP(=O)(O)O.N1C(=NC=C1)N1C(NC(C(=C1)[C@H]1[C@@H]([C@@H]([C@H](O1)CC1OCCC1)O)O)=O)=O ((2R,3S,4R,5S)-5-(1-(1H-imidazol-2-yl)-2,4-dioxo-1,2,3,4-tetrahydropyrimidin-5-yl)-3,4-dihydroxytetrahydrofuran-2-yl)methyltetrahydrofuran triphosphate